CC(C(C)NC([O-])=O)C 3-methylbutan-2-ylcarbamate